(R)-7-(4-bromo-3-(trifluoromethyl)benzoyl)-6-methyl-2-thioxo-3-(4-((S)-2-(trityloxy)propoxy)phenyl)-2,3,5,6,7,8-hexahydropyrido[3,4-d]pyrimidin-4(1H)-one BrC1=C(C=C(C(=O)N2CC=3NC(N(C(C3C[C@H]2C)=O)C2=CC=C(C=C2)OC[C@H](C)OC(C2=CC=CC=C2)(C2=CC=CC=C2)C2=CC=CC=C2)=S)C=C1)C(F)(F)F